C1(CCCCC1)CNC(=O)C=1N=NN(C1)CCCCN1N=NC(=C1)C(=O)NCC1=NC=CC(=C1)C(F)(F)F 1-(4-{4-[(cyclohexylmethyl)carbamoyl]-1H-1,2,3-triazol-1-yl}butyl)-N-{[4-(trifluoromethyl)pyridin-2-yl]methyl}-1H-1,2,3-triazole-4-carboxamide